C(=O)(O)C1=C(C=CC=C1C(=O)O)OC1=C(C(=CC=C1)C(=O)O)C(=O)O 2,3-dicarboxyphenyl ether